The molecule is an organochlorine compound and a D-gluconate adduct. It has a role as an antibacterial agent. It derives from a chlorhexidine. C1=CC(=CC=C1N/C(=N/C(=NCCCCCCN=C(/N=C(/NC2=CC=C(C=C2)Cl)\\N)N)N)/N)Cl.C(O)[C@@H](O)[C@@H](O)[C@H](O)[C@@H](O)C(=O)O.C(O)[C@@H](O)[C@@H](O)[C@H](O)[C@@H](O)C(=O)O